(2S,3S)-2-((((9H-fluoren-9-yl)methoxy)carbonyl)amino)-3-(7-methoxy-1H-indol-3-yl)butanoic acid C1=CC=CC=2C3=CC=CC=C3C(C12)COC(=O)N[C@H](C(=O)O)[C@@H](C)C1=CNC2=C(C=CC=C12)OC